3a-hydroxy-3b-methyl-5a-pregnan-20-one O[C@]1(C[C@@H]2CC[C@H]3[C@@H]4CC[C@H](C(C)=O)[C@]4(CC[C@@H]3[C@]2(CC1)C)C)C